{4-(2,4-dimethoxybenzoyl)phenyl}ethyl-n-propylsulfonium nonafluorobutanesulfonate FC(C(C(C(S(=O)(=O)[O-])(F)F)(F)F)(F)F)(F)F.COC1=C(C(=O)C2=CC=C(C=C2)CC[SH+]CCC)C=CC(=C1)OC